benzyl (2-(1-(4-((2,6-dioxopiperidin-3-yl)amino)phenyl)azetidin-3-yl)-1,2,3,4-tetrahydroisoquinolin-6-yl)carbamate O=C1NC(CCC1NC1=CC=C(C=C1)N1CC(C1)N1CC2=CC=C(C=C2CC1)NC(OCC1=CC=CC=C1)=O)=O